FC1=CC=C(C=N1)C1=NC(=C2C(=N1)N(N=C2)C2CCN(CC2)C(=O)OCC)NC(=O)C=2SC(=CC2)[N+](=O)[O-] ethyl 4-(6-(6-fluoropyridin-3-yl)-4-(5-nitrothiophene-2-carboxamido)-1H-pyrazolo[3,4-d]pyrimidin-1-yl)piperidine-1-carboxylate